tert-butyl 4-((4-(4-((2,6-dioxopiperidin-3-yl)amino)-2-fluorophenyl)piperidin-1-yl)methyl)-4-hydroxypiperidine-1-carboxylate O=C1NC(CCC1NC1=CC(=C(C=C1)C1CCN(CC1)CC1(CCN(CC1)C(=O)OC(C)(C)C)O)F)=O